C12CN(CC(N1)C2)C=2OC1=C(N2)C=C(C=C1C=1SC=CN1)OC1=CC=C(C=N1)CO (6-((2-(3,6-diazabicyclo[3.1.1]heptan-3-yl)-7-(thiazol-2-yl)benzo[d]oxazol-5-yl)oxy)pyridin-3-yl)methanol